5-(4-((3-ethyl-2-oxo-1,2,3,4-tetrahydropyrido[3,2-d]pyrimidin-7-yl)methyl)piperazin-1-yl)-N-methylpyridineamide C(C)N1C(NC2=C(C1)N=CC(=C2)CN2CCN(CC2)C=2C=CC(=NC2)C(=O)NC)=O